FC(C(=O)O)(F)F.C(OC1CN(CC1)S(=O)(=O)N)([2H])([2H])[2H] 3-(methoxy-d3)pyrrolidine-1-sulfonamide trifluoroacetate